2,6-dihydroxy-3-nitro-4-benzyloxybenzoic acid OC1=C(C(=O)O)C(=CC(=C1[N+](=O)[O-])OCC1=CC=CC=C1)O